3,5-dibromo-4-methoxy-2-methyl-1-nitrobenzene BrC=1C(=C(C=C(C1OC)Br)[N+](=O)[O-])C